FCCC(CCF)NC1=NC(=NC=C1C)NC1=CC2=C(B(OC2)O)C=C1 5-((4-((1,5-difluoropent-3-yl)amino)-5-methylpyrimidin-2-yl)amino)benzo[c][1,2]oxaborole-1(3H)-ol